(5-(2,6-difluorobenzyl)-1-methyl-1H-pyrrol-2-yl)(piperidin-1-yl)methanone FC1=C(CC2=CC=C(N2C)C(=O)N2CCCCC2)C(=CC=C1)F